C(CCCC)C1=CC=C(C2=CC=CC=C12)CCCCCCCCC(=O)O 9-(4-pentylnaphthalen-1-yl)nonanoic acid